C(CC)C1C(CCC(CCC1)O)O 5-propylcyclooctane-1,4-diol